(2S,5R)-2-(1-(4-bromophenyl)-3-(5-chloropyridin-2-yl)-1H-pyrazol-4-yl)-5-methyl-3-(2-(2-oxoindol-5-yl)ethyl)oxazolidin-4-one BrC1=CC=C(C=C1)N1N=C(C(=C1)[C@@H]1O[C@@H](C(N1CCC1=CC2=CC(N=C2C=C1)=O)=O)C)C1=NC=C(C=C1)Cl